C(CCCCC)(=O)OCCN(CC)CC Diethylaminoethyl caproate